ethyl 9-(2-ethoxy-2-oxoethyl)-9-azabicyclo[3.3.1]-nonane-3-carboxylate Ethyl-bromoacetate C(C)OC(CBr)=O.C(C)OC(CN1C2CC(CC1CCC2)C(=O)OCC)=O